C(CC)OC1=CC=CC=2C(C3=CC=CC=C3SC12)=O 4-propoxy-9H-thioxanthen-9-one